5-Methyl-1-(4,4,5,5-tetramethyl-1,3,2-dioxaborolan-2-yl)benzo[b]phosphindole 5-oxide CP1(C2=C(C3=C(C=CC=C13)B1OC(C(O1)(C)C)(C)C)C=CC=C2)=O